5-[3-[[4-[2-(aminomethyl)-3,3-difluoro-allyl]-5-oxo-tetrazol-1-yl]methyl]phenyl]-1-ethyl-pyridin-2-one NCC(CN1N=NN(C1=O)CC=1C=C(C=CC1)C=1C=CC(N(C1)CC)=O)=C(F)F